ClCC(C[C@]1(N(C[C@@H](C1)OCC1CC1)C(=O)OC(C)(C)C)C(=O)OC)=C 1-(tert-butyl) 2-methyl (2R,4R)-2-(2-(chloromethyl)allyl)-4-(cyclopropylmethoxy)-pyrrolidine-1,2-dicarboxylate